C(CC\C=C\CCCC)=O (E)-4-nonenal